2,4,6-pyridinetricarboxylic acid N1=C(C=C(C=C1C(=O)O)C(=O)O)C(=O)O